C(C)N(CCCN1C(=CN2C1SC1=C2C=CC=C1)C1=CC=C(C=C1)CNC)CC N-(3-(diethylamino)propyl)-2-(4-((methylamino)methyl)phenyl)benzo[d]imidazo[2,1-b]thiazole